CC(C(C1=CC(=C(C=C1)OC)O)O)C23C(O2)C(=O)C(=CC3=O)OC The molecule is an epoxide that is 7-oxabicyclo[4.1.0]hept-3-ene-2,5-dione substituted by a methoxy group at position 4 and a propan-2-yl group at position 1 which in turn is substituted by a hydroxy group and a 3-hydroxy-4-methoxyphenyl group at position 1. Isolated from Pterocarpus santalinus, it exhibits anti-inflammatory activity. It has a role as a metabolite, an anti-inflammatory agent and a plant metabolite. It is a cyclic ketone, a member of phenols, an aromatic ether, an epoxide and a secondary alcohol.